1-chloro-3,3,4,4,4-pentafluoro-1-butene ClC=CC(C(F)(F)F)(F)F